BrC1=C(C(=CC(=C1)C)F)C(C(=O)OC)=O Methyl 2-(2-bromo-6-fluoro-4-methylphenyl)-2-oxoacetate